tert-butyl 4-[[1-[3-(2,6-dioxo-3-piperidyl)-1-methyl-indazol-7-yl]-4-piperidyl]methyl]piperidine-1-carboxylate O=C1NC(CCC1C1=NN(C2=C(C=CC=C12)N1CCC(CC1)CC1CCN(CC1)C(=O)OC(C)(C)C)C)=O